5-[2-(Dimethylamino)pyrimidin-5-yl]-7-{1-[1-(2-fluorophenyl)-1H-1,2,3-triazol-4-yl]propyl}-7H-pyrrolo[2,3-d]pyrimidin-4-amine CN(C1=NC=C(C=N1)C1=CN(C=2N=CN=C(C21)N)C(CC)C=2N=NN(C2)C2=C(C=CC=C2)F)C